(4-((6-amino-5-cyanopyrimidin-4-yl)oxy)-2,6-difluorophenyl)-3-(3-(tert-butyl)-1-(4-methoxyphenyl)-1H-pyrazol-5-yl)urea NC1=C(C(=NC=N1)OC1=CC(=C(C(=C1)F)NC(=O)NC1=CC(=NN1C1=CC=C(C=C1)OC)C(C)(C)C)F)C#N